C1N(CCC2=CC=CC=C12)C[C@@H](CC1=NCCC2=CC=CC=C12)O (R)-3-(3,4-dihydro-isoquinolin-2(1H)-yl)-2-hydroxy-propyl-3,4-dihydroisoquinoline